thiobis-(3-methyl-6-tert-butylphenol) S(C1=C(C(=CC=C1C)C(C)(C)C)O)C1=C(C(=CC=C1C)C(C)(C)C)O